(2R)-2-(6-{5-chloro-2-[(oxacyclohex-4-yl)amino]pyrimidin-4-yl}-1-oxo-2,3-dihydro-1H-isoindol-2-yl)-N-[(1S)-2-hydroxy-1-(3-methylphenyl)ethyl]propionamide ClC=1C(=NC(=NC1)NC1CCOCC1)C1=CC=C2CN(C(C2=C1)=O)[C@@H](C(=O)N[C@H](CO)C1=CC(=CC=C1)C)C